sodium-lithium-aluminum-titanium [Ti].[Al].[Li].[Na]